2-methylnaphtho[2,1-d]oxazole CC=1OC2=C(N1)C=CC1=CC=CC=C12